4-[5-(2-methoxy-ethoxy)-benzimidazol-1-yl]-aniline COCCOC1=CC2=C(N(C=N2)C2=CC=C(N)C=C2)C=C1